BrC=1C=C(C2=C(N=CO2)C1OC)C(=O)O 5-bromo-4-methoxy-1,3-benzoxazole-7-carboxylic acid